(R)-5-chloro-3-((S,1E,3E)-3,5-dimethylhepta-1,3-dien-1-yl)-2-(isonicotinamido)-7-methyl-6,8-dioxo-2,6,7,8-tetrahydroisoquinolin-7-yl thiazole-4-carboxylate S1C=NC(=C1)C(=O)O[C@]1(C(C(=C2C=C(N(C=C2C1=O)NC(C1=CC=NC=C1)=O)\C=C\C(=C\[C@H](CC)C)\C)Cl)=O)C